CC=1C=C(C=C(C1)CC)CC1=CC(=CC(=C1)CC)C bis(3-methyl-5-ethyl-phenyl)methane